trisulfur carbon [C].[S].[S].[S]